C1(=CC=CC=C1)S1SC=CC1 2-phenyl-dithiol